(1s,3s)-3-((5-(imidazo[1,2-a]pyridin-6-yl)-7H-pyrrolo[2,3-d]pyrimidin-2-yl)amino)-N,N,1-trimethylcyclobutane-1-carboxamide N=1C=CN2C1C=CC(=C2)C2=CNC=1N=C(N=CC12)NC1CC(C1)(C(=O)N(C)C)C